(R)-2-bromo-N-((S)-1-(4-bromophenyl)-3-hydroxypropan-2-yl)-3-(tert-butoxy)-propanamide Br[C@@H](C(=O)N[C@@H](CC1=CC=C(C=C1)Br)CO)COC(C)(C)C